N-allyl-N-glycidyl-benzenesulfonamide tert-butyl-5-amino-4-(3-((6-((1-(4-cyano-2-fluorophenyl)piperidin-4-yl)thio)pyridin-3-yl)methoxy)-2-nitrobenzamido)-5-oxopentanoate C(C)(C)(C)OC(CCC(C(=O)N)NC(C1=C(C(=CC=C1)OCC=1C=NC(=CC1)SC1CCN(CC1)C1=C(C=C(C=C1)C#N)F)[N+](=O)[O-])=O)=O.C(C=C)N(S(=O)(=O)C1=CC=CC=C1)CC1CO1